ClC=1C=C2C=C(NC2=CC1N1CC2=CC=C(C=C2C1)Cl)CNC(C)=O N-((5-chloro-6-(5-chloroisoindolin-2-yl)-1H-indol-2-yl)methyl)acetamide